(+)-11-[2-[2-[(diethylamino)methyl]-1-piperidinyl]acetyl]-5,11-dihydro-6H-pyrido[2,3-b][1,4]benzodiazepin-6-one C(C)N(CC)CC1N(CCCC1)CC(=O)N1C2=C(NC(C3=C1C=CC=C3)=O)C=CC=N2